4-[1-(4-fluorophenyl)-4-hydroxy-2-[1-(trifluoromethylsulfonyl)pyrrolidin-3-yl]indol-3-yl]benzoic acid FC1=CC=C(C=C1)N1C(=C(C2=C(C=CC=C12)O)C1=CC=C(C(=O)O)C=C1)C1CN(CC1)S(=O)(=O)C(F)(F)F